N1C=NC2=C1C=CC(=C2)\C=C/2\CN(/C(/S2)=N/C2=CC=CC=C2)CCCC (2Z,5Z)-5-((1H-benzo[d]imidazol-5-yl)methylene)-3-butyl-2-(phenylimino)thiazolidin